CN1C(=CC=C1)C=C1C(OC(OC1=O)(C)C)=O 5-[(1-methyl)-pyrrole-2-ylmethylidene]-2,2-dimethyl-1,3-dioxane-4,6-dione